CN1CC(N(C(C1)([2H])[2H])C=1C=C(C(=CC1)N)N)([2H])[2H] 4-(4-methylpiperazin-1-yl-2,2,6,6-d4)benzene-1,2-diamine